C(C)(C)(C)NC(C(CC1CCN(CC1)C)N(C(CCCCCCCCCCCC)=O)CC(CCCCCCCCCCCC)CCCCCCCCCC)=O N-(1-(tert-butylamino)-3-(1-methylpiperidin-4-yl)-1-oxopropan-2-yl)-N-(2-decyltetradecyl)tridecanamide